3-[(3-chlorophenyl)methyl]-6-{[2-(1-methylpyrazol-4-yl)-4-pyridyl]oxy}quinazolin-4-one ClC=1C=C(C=CC1)CN1C=NC2=CC=C(C=C2C1=O)OC1=CC(=NC=C1)C=1C=NN(C1)C